FC1=CC=C(C=C1)C1=CC(=C(C=N1)CN)C1=NN(C=N1)C(C1=CC=CC=C1)(C1=CC=CC=C1)C1=CC=CC=C1 (6-(4-fluorophenyl)-4-(1-trityl-1H-1,2,4-triazol-3-yl)pyridin-3-yl)methanamine